1-((2-methoxypyridin-3-yl)methyl)cyclopropan-1-amine COC1=NC=CC=C1CC1(CC1)N